propargyl-oxainine C(C#C)C1OC=CC=C1